C(#N)C(=CC1=CC=C(C=C1)N(C)C)C1=CC=C(C=C1)C=1C=C2N=CC(NC2=CC1)=O 6-(4-(1-cyano-2-(4-(dimethylamino)phenyl)vinyl)phenyl)-2-oxoquinoxalin